N-(3,5-difluoro-2-isobutoxybenzyl)-2-methoxy-6-methylnicotinamide FC=1C(=C(CNC(C2=C(N=C(C=C2)C)OC)=O)C=C(C1)F)OCC(C)C